FC=1C=C(C=CC1)[C@@H]1N(CCC1)C=1C=CC=2N(N1)C(=CN2)C2=CC=CC(=N2)N2CCN(CC2)CCCNC=2C=C1C=CN(C1=CC2)C2C(NC(CC2)=O)=O 3-(5-((3-(4-(6-(6-((R)-2-(3-fluorophenyl)pyrrolidin-1-yl)imidazo[1,2-b]pyridazin-3-yl)pyridin-2-yl)piperazin-1-yl)propyl)amino)-1H-indol-1-yl)piperidine-2,6-dione